tert-butyl (S)-2-oxo-1,7-dioxa-3,10-diazaspiro[4.6]undecane-10-carboxylate O=C1O[C@]2(CN1)COCCN(C2)C(=O)OC(C)(C)C